N1(C=2N(C=C1)C=CN2)C=2C1=C(SC2)C=C(C=C1)C#N 3-(1H-imidazo[1,2-a]imidazol-1-yl)benzo[b]thiophene-6-carbonitrile